(R)-2-((S)-1-(difluoromethoxy)ethyl)-5-(2,4-Difluorophenyl)-3,4-dihydro-2H-pyrano[2,3-b]Pyridine-7-carboxylic acid ethyl ester C(C)OC(=O)C1=CC(=C2C(=N1)O[C@H](CC2)[C@H](C)OC(F)F)C2=C(C=C(C=C2)F)F